[C@H]12[C@@H](C[C@H](CC1)C2)NC(CN2C(C(=CC=C2)NC([C@H](CCC(C(=O)NCC)=O)NC(=O)C=2C=NC1=CC=C(C=C1C2O)OC(F)(F)F)=O)=O)=O (S)-N1-(1-(2-((1S,2R,4R)-Bicyclo[2.2.1]heptan-2-ylamino)-2-oxoethyl)-2-oxo-1,2-dihydropyridin-3-yl)-N6-ethyl-2-(4-hydroxy-6-(trifluoromethoxy)chinolin-3-carboxamido)-5-oxohexandiamid